CN1N=CC=C1C1=C2C(=NC(=C1)C1=CC=NN1C)SC(=C2)[C@H](O)C2CCC2 (R)-(4,6-bis(1-methyl-1H-pyrazol-5-yl)thieno[2,3-b]pyridin-2-yl)(cyclobutyl)methanol